BrC=1C(NC(=NC1)Cl)=O 5-bromo-2-chloropyrimidin-4(3H)-one